4-[(3,4-diaminophenyl)methyl]piperazine-1-carboxylic acid tert-butyl ester C(C)(C)(C)OC(=O)N1CCN(CC1)CC1=CC(=C(C=C1)N)N